FC1=C(C=CC(=C1)F)CNC(=O)C1=CN2[C@H]3[C@@](CC[C@@H](N(C(C2=C(C1=O)O)=O)C3)C)(C([2H])([2H])[2H])O (1R,10S,13S)-N-[(2,4-difluorophenyl)methyl]-6,13-dihydroxy-10-methyl-5,8-dioxo-13-(trideuteriomethyl)-2,9-diazatricyclo[7.4.1.02,7]tetradeca-3,6-diene-4-carboxamide